COC1=C(C=CC(=C1)OC)C1C2(C(CC1(C(=O)OC)C(=O)[O-])\C=C\C1=CC=CC=C1)C(C=CC=1OCOCC12)=O methyl 2'-(2,4-dimethoxyphenyl)-5'-(E)-styryl-6-oxo-6H-spiro(benzo[d][1,3]dioxine-5,1'-cyclopentane)-3',3'-dicarboxylate